C(C)(C)N(C(C)C)[SiH2][SiH3] di-iso-propylaminodisilane